NC[C@@H]1[C@H](COC1)O (3R,4S)-4-(aminomethyl)tetrahydrofuran-3-ol